5-(4-((26-amino-3,6,9,12,15,18,21,24-octaoxahexacosyl)oxy)-2-chloro-5-((4,4-dimethyl-3,4-dihydroquinolin-1(2H)-yl)sulfonyl)phenyl)-2-(trifluoromethyl)isonicotinonitrile NCCOCCOCCOCCOCCOCCOCCOCCOCCOC1=CC(=C(C=C1S(=O)(=O)N1CCC(C2=CC=CC=C12)(C)C)C1=CN=C(C=C1C#N)C(F)(F)F)Cl